O=C1N(C(C2=CC=CC=C12)=O)CCC(=O)N1C(CC(C1)(C)C)C(=O)O 1-(3-(1,3-dioxoisoindolin-2-yl)propanoyl)-4,4-dimethylpyrrolidine-2-carboxylic acid